C(C1=CC=CC=C1)(C1=CC=CC=C1)(C1=CC=CC=C1)[N@@]1C(C1)C(=O)OC methyl (S)-1-tritylaziridine-2-carboxylate